BrC=1N=C(N2C1C(=NC=C2)Cl)C2CN1CC3C(=C1CC2)C3 5-(1-bromo-8-chloroimidazo[1,5-a]pyrazin-3-yl)hexahydro-1H-cyclopropa[a]indolizin